C(C)N1N=CC2=CC(=CC=C12)C=O 1-ethyl-indazole-5-carbaldehyde